N1(CCNCC1)C=1C=C(C=CC1)N[C@H]1C(NC(CC1)=O)=O |r| (±)-3-((3-(piperazin-1-yl)phenyl)amino)piperidine-2,6-dione